t-butyl (1S,2S,5R)-2-((S)-((7-chloro-8-fluoro-2-(methylthio)-4-oxa-3,4-dihydropyrido[4,3-d]pyrimidine-5-yl)oxy)(cyclopropyl)methyl)-3,8-diazabicyclo[3.2.1]octane-8-carboxylate ClC1=C(C=2N=C(NOC2C(=N1)O[C@H]([C@@H]1[C@@H]2CC[C@H](CN1)N2C(=O)OC(C)(C)C)C2CC2)SC)F